C1=CC=CC=2NC3=C(C21)C=CC=C3 dibenzoazole